C1(=CC=CC=C1)N1C(N(C(CC1=O)=O)C1=CC=CC=C1)=O 1,3-diphenyl-2,4,6(1H,3H,5H)-pyrimidinetrione